FC1(CNC(N(C1)[C@H](COC)C=1C=CC2=C(N=C(O2)[C@H](C2CCC(CC2)F)NC(OCC2=CC=CC=C2)=O)C1)=O)F Benzyl ((S)-(5-((S)-1-(5,5-difluoro-2-oxotetrahydropyrimidin-1(2H)-yl)-2-methoxy-ethyl)benzo[d]oxazol-2-yl)((1r,4S)-4-fluorocyclohexyl)methyl)carbamate